tert-Butyl 1-{[(3aR,4R,6R,6aS)-6-{4-chloropyrrolo[2,3-d]pyrimidin-7-yl}-2,2-dimethyl-tetrahydro-3aH-cyclopenta[d][1,3]dioxol-4-yl]methyl}-1,6-diazaspiro[3.4]octane-6-carboxylate ClC=1C2=C(N=CN1)N(C=C2)[C@@H]2C[C@@H]([C@@H]1[C@H]2OC(O1)(C)C)CN1CCC12CN(CC2)C(=O)OC(C)(C)C